1,1-di-(t-amylperoxy)-3,3,5-trimethylcyclohexane C(C)(C)(CC)OOC1(CC(CC(C1)C)(C)C)OOC(C)(C)CC